NCCC1=CN(C2=CC=CC=C12)C=1N=C(C2=C(N1)CCOC2)NCC2CCOCC2 2-(3-(2-Aminoethyl)-1H-indol-1-yl)-N-((tetrahydro-2H-pyran-4-yl)methyl)-7,8-dihydro-5H-pyrano[4,3-d]pyrimidin-4-amine